1,3-bis(4-isopropoxybutyl)imidazolium methyl-6-((5-fluoropyridin-2-yl)amino)-4-((2-methoxy-3-(1-methyl-1H-1,2,4-triazol-3-yl)phenyl)amino)nicotinate COC(C1=CN=C(C=C1NC1=C(C(=CC=C1)C1=NN(C=N1)C)OC)NC1=NC=C(C=C1)F)=O.C(C)(C)OCCCCN1C=[N+](C=C1)CCCCOC(C)C